C(C)OC(=O)C1(CC(=NO1)C1=C(C=C(C(=C1)C1=NC=CC(=C1)C(F)(F)F)F)Cl)C 3-[2-chloro-4-fluoro-5-[4-(trifluoromethyl)-2-pyridinyl]-phenyl]-5-methyl-4H-isoxazole-5-carboxylic acid ethyl ester